B([O-])([O-])O.B(O)(O)O.B(O)(O)O.B(O)(O)O.[Na+].[Na+] di-sodium tetraborate